OC(C(=O)O)C(CC(O)O)O 2,3,5,5-tetrahydroxyvaleric acid